3-(1H-pyrazol-4-yl)pyridine tert-butyl-((1s,4s)-4-(4-formylbenzyl)cyclohexyl)carbamate C(C)(C)(C)N(C(O)=O)C1CCC(CC1)CC1=CC=C(C=C1)C=O.N1N=CC(=C1)C=1C=NC=CC1